N-((1-(4-methoxyphenyl)-1H-tetrazol-5-yl)methyl)-N-methylcyclohexylamine COC1=CC=C(C=C1)N1N=NN=C1CN(C)C1CCCCC1